[P+3].C(CCC)[P+](CCCC)(CCCC)CCCC tetra-n-butylphosphonium Phosphorus